3-pentyloctyl 8-((3-hydroxypropyl)amino)octanoate OCCCNCCCCCCCC(=O)OCCC(CCCCC)CCCCC